tetradecane-5,6-diol CCCCC(C(CCCCCCCC)O)O